7-(1H-benzo[d]imidazol-5-yl)-8,9,10,11-tetrahydro-3H-pyrazolo[4,3-a]phenanthridine N1C=NC2=C1C=CC(=C2)C2=NC1=CC=C3C(=C1C=1CCCCC21)C=NN3